NC=1C(=CC(=C(C1)NC1=NC=C(C(=N1)N1CC(C2=NC(=CC=C21)C)(C)C)C(=O)OC(C)C)OC)N(C([2H])([2H])[2H])CCN(C)C isopropyl 2-((5-amino-4-((2-(dimethylamino)ethyl)(methyl-d3)amino)-2-methoxyphenyl)amino)-4-(3,3,5-trimethyl-2,3-dihydro-1H-pyrrolo[3,2-b]pyridin-1-yl)pyrimidine-5-carboxylate